3,5-bis(1H-pyrazol-4-yl)-[1,1'-biphenyl]-4-carboxylic acid N1N=CC(=C1)C=1C=C(C=C(C1C(=O)O)C=1C=NNC1)C1=CC=CC=C1